S1C(=NC2=C1C=CC=C2)\C(\CC(=O)O)=C\C=2C(=NN(C2)C)C2=CC=CC=C2 (E)-3-(benzo[d]thiazol-2-yl)-4-(1-methyl-3-phenyl-1H-pyrazol-4-yl)but-3-enoic acid